C(C(C)C)N(CCN(CCN(C)CC(C)C)C)C N,N''-diisobutyl-N,N',N''-trimethyl(diethylenetriamine)